NC=1C2=C(N=CN1)N(C=C2)[C@@H]2C[C@]([C@H]([C@H]2O)O)(C)CCC2=CC=C1C=C3C(=NC1=C2)NCC3 (1S,2R,3S,5R)-5-(4-amino-7H-pyrrolo[2,3-d]pyrimidin-7-yl)-3-(2-(2,3-dihydro-1H-pyrrolo[2,3-b]quinolin-7-yl)ethyl)-3-methylcyclopentane-1,2-diol